2-methyl-1-((3-(trifluoromethoxy)pyridin-2-yl)oxy)propan-2-amine CC(COC1=NC=CC=C1OC(F)(F)F)(C)N